C(C)(C)(C)OC(=O)NC/C=C/C(=O)OC methyl (E)-4-((tert-butoxycarbonyl)amino)but-2-enoate